(R)-4-((3-isopropyl-5-((5-oxopyrrolidin-3-yl)amino)pyrazolo[1,5-a]pyrimidin-7-yl)amino)piperidine-1-carboxylic acid (1-(tert-butyloxycarbonyl)-3-fluoroazetidine-3-yl)methyl ester C(C)(C)(C)OC(=O)N1CC(C1)(F)COC(=O)N1CCC(CC1)NC1=CC(=NC=2N1N=CC2C(C)C)N[C@H]2CNC(C2)=O